COC1=C(N)C=C(C(=C1)N1CCC(CC1)CN1CCOCC1)C=1C=NN(C1)C 2-methoxy-5-(1-methyl-1H-pyrazol-4-yl)-4-(4-(morpholinomethyl)piperidin-1-yl)aniline